2-[(5-CHLORO-1-METHYL-1H-IMIDAZOL-2-YL)METHOXY]BENZALDEHYDE ClC1=CN=C(N1C)COC1=C(C=O)C=CC=C1